BrC=1C(=CC=2N(C3=CC(=C(C=C3C2C1)Cl)Cl)S(=O)(=O)C1=CC=C(C)C=C1)C1=CC=C(C=C1)Cl 3-bromo-6,7-dichloro-2-(4-chlorophenyl)-9-tosyl-9H-carbazole